FC1=C(N=CC2=C1N=C(N=C2N2C[C@H]1C[C@H]([C@@H](C2)C1)O)OC[C@]12CCCN2C[C@@H](C1)F)C1=CC(=CC2=CC=CC=C12)O (1R,5r,6r)-3-(8-fluoro-2-(((2r,7as)-2-fluoro-hexahydro-1H-pyrrolizin-7a-yl)methoxy)-7-(3-hydroxynaphthalen-1-yl)pyrido[4,3-d]pyrimidin-4-yl)-3-azabicyclo[3.2.1]octan-6-ol